NC1=NC=CC2=C1C(=C(N2C)C#CC2CN(C2)C2CCN(CC2)C(C=C)=O)C2=CC(=C(C=C2)OC2=NC(=CC=C2)C)OC 1-(4-(3-((4-amino-3-(3-methoxy-4-(6-methylpyridin-2-yloxy)phenyl)-1-methyl-1H-pyrrolo[3,2-c]pyridin-2-yl)ethynyl)azetidin-1-yl)piperidin-1-yl)prop-2-en-1-one